8-(pyridine-3-ylmethyl)-2-(quinolin-3-ylmethyl)hexahydro-2H-pyrazino[1,2-a]pyrazine-6,9-dione N1=CC(=CC=C1)CN1C(C2N(CCN(C2)CC=2C=NC3=CC=CC=C3C2)C(C1)=O)=O